10-(2-benzothiazolyl)-1,1,7,7-tetramethyl-2,3,6,7-tetrahydro-1H,5H,11H-[1]benzopyrano[6,7,8-ij]quinolizine-11-one S1C(=NC2=C1C=CC=C2)C=2C(OC=1C(C2)=CC=2C(CCN3CCC(C1C23)(C)C)(C)C)=O